ClC12C(=O)OC(C1(CC(C=C2)Cl)Cl)=O 1,2,4-trichlorodihydrophthalic anhydride